OCCNC(CS)CCCCCC 2-(2-hydroxyethylamino)n-octyl mercaptan